n-tetracosyl heptanoate C(CCCCCC)(=O)OCCCCCCCCCCCCCCCCCCCCCCCC